5-(2-(2,3-Difluorophenyl)pyrrolidin-1-yl)-3-fluoro-N-((R,E)-4-(methylsulfonyl)but-3-en-2-yl)picolinamide FC1=C(C=CC=C1F)C1N(CCC1)C=1C=C(C(=NC1)C(=O)N[C@H](C)\C=C\S(=O)(=O)C)F